C(C)(C)(C)OC(=O)N1[C@H](COCC1)C(=O)O (3R)-4-tert-butoxycarbonyl-morpholine-3-carboxylic acid